C(C=C)N(C1=CC(=C(C=C1)NC(OCC)=O)N)CC1=CC=C(C=C1)F ethyl (4-(allyl(4-fluorobenzyl)amino)-2-aminophenyl)carbamate